CC1(C2=CC=CC=C2C=2C=CC(=CC12)N(C1=CC=CC=2C3(C4=CC=CC=C4C12)C1=CC=CC=C1C=1C=CC=CC13)C1=CC=3C(C2=CC=CC=C2C3C=C1)(C)C)C N,N-bis(9,9-dimethyl-9H-fluorene-2-yl)-9,9'-spirobi[9H-fluorene]-4-amine